N-(2-(3-(Dimethylamino)propoxy)-5-(3-methyl-2'-oxo-2',3'-dihydrospiro[cyclopropane-1,1'-pyrrolo[2,3-c]quinolin]-8'-yl)pyridin-3-yl)-2-(trifluoromethoxy)benzenesulfonamide CN(CCCOC1=NC=C(C=C1NS(=O)(=O)C1=C(C=CC=C1)OC(F)(F)F)C1=CC=2C3=C(C=NC2C=C1)NC(C31CC1C)=O)C